FC(C(=O)N1CC2=NC(=CC=C2C1)OCC1=C(N=NN1C1=CC=C(C=C1)F)C)(F)F 2,2,2-trifluoro-1-(2-{[1-(4-fluorophenyl)-4-methyl-1H-1,2,3-triazol-5-yl]methoxy}-5,7-dihydro-6H-pyrrolo[3,4-b]pyridin-6-yl)ethanone